COC(=O)C=1N=NC(=CC1NC=1C=NN(C1)CCOC)C1=C(C=CC=C1F)F.BrC1=C(C=CC(=C1)OC(C)C)[N+](=O)[O-] 2-bromo-1-nitro-4-(propan-2-yloxy)benzene Methyl-6-(2,6-difluorophenyl)-4-((1-(2-methoxyethyl)-1H-pyrazol-4-yl)amino)pyridazine-3-carboxylate